N-((4,6-dimethyl-2-oxo-1,2-dihydropyridin-3-yl)methyl)-3-(ethyl-(tetrahydrofuran-3-yl)amino)-2-methyl-5-(trans-3-morpholin-4-ylcyclobutoxy)benzamide CC1=C(C(NC(=C1)C)=O)CNC(C1=C(C(=CC(=C1)O[C@@H]1C[C@H](C1)N1CCOCC1)N(C1COCC1)CC)C)=O